C1(C=CC(N1CCCCCC(=O)OCN1C(=O)NC(=O)C(=C1)F)=O)=O 1-(6-Maleimidocaproyloxymethyl)-5-fluorouracil